C1(CCCCC1)NC(=O)C1=CC=CN2C1=NC1=CC=C(C=C1C2=O)N2CCOCC2 N-cyclohexyl-2-morpholino-11-oxo-11H-pyrido[2,1-b]quinazoline-6-carboxamide